C(C)(C)(C)C1NCC12CCNCC2 tert-butyl-2,7-diazaspiro[3.5]nonane